FC(OC1=CC(=C(C=N1)OCC(C#N)(C)C)I)F 3-((6-(difluoromethoxy)-4-iodopyridin-3-yl)oxy)-2,2-dimethylpropanenitrile